C1(=CC=CC=C1)S(=O)(=O)C1=NC2=CC=CC=C2C=C1 2-(phenylsulfonyl)quinoline